(6-methoxy-3-(6-(2-methoxyethoxy)pyridin-3-yl)-1H-pyrazolo[4,3-b]pyridin-5-yl)-2,3-dihydro-1H-inden-2-ol COC=1C=C2C(=NC1C1C(CC3=CC=CC=C13)O)C(=NN2)C=2C=NC(=CC2)OCCOC